3-amino-N-(3-((3S,4R)-4-amino-3-fluoro-4-methylpiperidin-1-yl)pyridin-2-yl)-6-(3-(trifluoromethoxy)pyridin-2-yl)pyrazine-2-carboxamide NC=1C(=NC(=CN1)C1=NC=CC=C1OC(F)(F)F)C(=O)NC1=NC=CC=C1N1C[C@@H]([C@](CC1)(C)N)F